Tert-butyl (S)-(6-bromo-2,3-dihydrobenzofuran-3-yl)(methyl)carbamate BrC1=CC2=C([C@@H](CO2)N(C(OC(C)(C)C)=O)C)C=C1